(Z)-3-((4-((2-(diethylamino)ethyl)carbamoyl)-3,5-dimethyl-1H-pyrrol-2-yl)methylene)-2-oxo-N-(prop-2-yn-1-yl)-1-((tetrahydro-2H-pyran-4-yl)methyl)indole-6-carboxamide C(C)N(CCNC(=O)C=1C(=C(NC1C)\C=C\1/C(N(C2=CC(=CC=C12)C(=O)NCC#C)CC1CCOCC1)=O)C)CC